6'-bromo-4-chloro-2-methylsulfanyl-spiro[5,8-dihydropyrano[4,3-d]pyrimidine-7,1'-indane] BrC1=CC=C2CCC3(C2=C1)CC=1N=C(N=C(C1CO3)Cl)SC